CC1(CCN(CC1)C=1OC2=C(C=C(C=C2C(C1C)=O)C)[C@@H](C)NC1=C(C=CC=C1)C=1C=CC2=C(C=NOB2O)C1F)C 2-(4,4-dimethyl-1-piperidyl)-8-[(1R)-1-[2-(5-fluoro-1-hydroxy-2,3,1-benzoxazaborinin-6-yl)anilino]ethyl]-3,6-dimethyl-chromen-4-one